COB1OC(C2=C1C=CC(=C2)NC2=NC=C(C(=N2)N[C@H](CO)C2=CC=CC=C2)C=2OC=NN2)(C)C (S)-2-((2-((1-methoxy-3,3-dimethyl-1,3-dihydrobenzo[c][1,2]oxaborol-5-yl)amino)-5-(1,3,4-oxadiazol-2-yl)pyrimidin-4-yl)amino)-2-phenylethan-1-ol